O=C(CCC(=O)NCC1=CC(=CC=C1)C(F)(F)F)N1C(C2=CC=CC=C2CC1)C=1SC=CC1 4-Oxo-4-(1-thien-2-yl-3,4-dihydroisoquinolin-2(1H)-yl)-N-(3-(trifluoromethyl)benzyl)butyric acid amide